ClC1=CC=C(C=C1)C(OCCN1[C@H](CCC1)C(=O)OC)C1=CC=CC=C1 Methyl (2R)-1-{2-[(4-chlorophenyl)(phenyl)methoxy]ethyl}pyrrolidine-2-carboxylate